FC(CN1C(OC2=C1C=C(C=C2)B2OCC(CO2)(C)C)=O)F 2,2-Difluoroethyl-5-(5,5-dimethyl-1,3,2-dioxaborinan-2-yl)-1,3-benzoxazol-2(3H)-one